(2-fluorophenyl)-5-(trifluoromethyl)-1H-pyrazole-4-carboxylic acid ethyl ester C(C)OC(=O)C=1C=NN(C1C(F)(F)F)C1=C(C=CC=C1)F